5-[2-[5-(2-aminoethyl)pyridin-2-yl]-5-cyanophenoxy]-1-methylpyrazole-3-carbonitrile NCCC=1C=CC(=NC1)C1=C(OC2=CC(=NN2C)C#N)C=C(C=C1)C#N